8-bromo-N-((5-fluoro-2,3-dihydrobenzofuran-4-yl)methyl)imidazo[1,5-c]pyrimidine BrC=1C=2N(C=NC1)CN(C2)CC2=C(C=CC1=C2CCO1)F